(8S,9S,10R,11S,13S,14S,17R)-11,17-dihydroxy-17-(2-hydroxyacetyl)-10,13-dimethyl-7,8,9,11,12,14,15,16-octahydro-6H-cyclopenta[a]phenanthren-3-one O[C@H]1C[C@@]2([C@](CC[C@H]2[C@@H]2CCC3=CC(C=C[C@@]3([C@@H]12)C)=O)(C(CO)=O)O)C